C(C1=CC=CC=C1)N1C=CC=2NC(C(=CC21)C=2C(=NOC2C)C)=O 1-benzyl-6-(3,5-dimethylisoxazol-4-yl)-1H-pyrrolo[3,2-b]pyridin-5(4H)-one